C1(CC1)C=1N=C(C2=C(N1)C(=CS2)C)N[C@H](CN2CCN(CC2)S(=O)(=O)C2=C(N=C(S2)NC(C)=O)C)C N-[5-({4-[(2S)-2-({2-cyclopropyl-7-methylthieno[3,2-d]pyrimidin-4-yl}amino)propyl]piperazin-1-yl}sulfonyl)-4-methyl-1,3-thiazol-2-yl]acetamid